2-(fluoromethylene)tetrahydro-1H-pyrrolizin FC=C1CC2CCCN2C1